3-oxo-3-(1-(trifluoromethyl)cyclopropyl)propionitrile O=C(CC#N)C1(CC1)C(F)(F)F